FC1=CC=C(C=C1)C1(CCNCC1)CNC1=CC(=NC=2N1N=C(C2)C(F)(F)F)C(F)(F)F N-((4-(4-fluorophenyl)piperidin-4-yl)methyl)-2,5-bis(trifluoromethyl)pyrazolo[1,5-a]pyrimidin-7-amine